(2R,3R,4S,5R)-4-(benzyloxy)-5-((benzyloxy) methyl)-2-(5-cyano-2,4-dioxo-3,4-dihydropyrimidin-1(2H)-yl)-5-methyltetrahydrofuran-3-yl acetate C(C)(=O)O[C@H]1[C@@H](O[C@]([C@H]1OCC1=CC=CC=C1)(C)COCC1=CC=CC=C1)N1C(NC(C(=C1)C#N)=O)=O